ClC=1C(=C(C=C(C1)C(N/N=C/N(C)C)=O)S(=O)(=O)NC=1C(=CC(=C(C1)C1=C(OCCNC(OC(C)(C)C)=O)C=CC=C1)F)F)OC tert-butyl N-[2-[2-[5-[[3-chloro-5-[[(E)-dimethylaminomethyleneamino]carbamoyl]-2-methoxyphenyl]sulfonylamino]-2,4-difluorophenyl]phenoxy]ethyl]carbamate